4-(4-fluoro-3-isopropyl-1-((2-(trimethylsilyl)ethoxy)methyl)-1H-pyrrolo[2,3-c]pyridin-5-yl)piperazine-1-carboxylic acid tert-butyl ester C(C)(C)(C)OC(=O)N1CCN(CC1)C=1C(=C2C(=CN1)N(C=C2C(C)C)COCC[Si](C)(C)C)F